decalin-2,3-dimethanol C1C(C(CC2CCCCC12)CO)CO